Cl.CN1C(CC(CC1)NC=1C=CC=C2CCNCC12)=O 1-Methyl-4-((1,2,3,4-tetrahydroisoquinolin-8-yl)amino)piperidin-2-one hydrochloride